CC1=NC=CC=C1[N+](=O)[O-] methyl-3-nitropyridin